tert-butyl (3-ethylpyridin-2-yl)carbamate C(C)C=1C(=NC=CC1)NC(OC(C)(C)C)=O